BrC=1C=C2C(=NN(C2=C(C1)F)C1OCCCC1)I 5-bromo-7-fluoro-3-iodo-1-tetrahydropyran-2-yl-indazole